C1(CCCC1)N1[C@@H](C(N(C=2C=NC(=NC12)NC1=C(C=C(C(=O)NC2CC(C2)OC2CCN(CC2)C(=O)OCC[Si](C)(C)C)C=C1)OC)C)=O)CC 2-trimethylsilylethyl 4-[3-[[4-[[(7R)-8-cyclopentyl-7-ethyl-5-methyl-6-oxo-7H-pteridin-2-yl]amino]-3-methoxy benzoyl]amino] cyclobutoxy]piperidine-1-carboxylate